(E)-2,6-difluoro-N-(2-methoxy-5-(4-(2-(4-oxopent-2-enoyl)-2,7-diazaspiro[3.5]nonan-7-yl)pyrido[3,2-d]pyrimidin-6-yl)pyridin-3-yl)benzenesulfonamide FC1=C(C(=CC=C1)F)S(=O)(=O)NC=1C(=NC=C(C1)C=1C=CC=2N=CN=C(C2N1)N1CCC2(CN(C2)C(\C=C\C(C)=O)=O)CC1)OC